O=[C] ketocarbon